(3-(4-amino-2-(1-methyl-1H-pyrazol-5-yl)imidazo[2,1-f][1,2,4]triazin-7-yl)-4-methylphenyl)-1,1-difluoropropan-2-ol trifluoroacetate FC(C(=O)O)(F)F.NC1=NC(=NN2C1=NC=C2C=2C=C(C=CC2C)C(C(C)O)(F)F)C2=CC=NN2C